N-(imidazo[1,5-a]pyridin-7-yl)acetamide C=1N=CN2C1C=C(C=C2)NC(C)=O